(1R,2R)-2-fluoro-N-(6-(2-((6-(1-hydroxypropyl)-4-methylpyridin-3-yl)amino)-1H-imidazol-1-yl)pyrimidin-4-yl)cyclopropane-1-carboxamide F[C@H]1[C@H](C1)C(=O)NC1=NC=NC(=C1)N1C(=NC=C1)NC=1C=NC(=CC1C)C(CC)O